ClC=1C=C(C=C(C1)Cl)S(=O)(=O)N1[C@@H](C[C@H](C1)OC1=C(C=C(C=C1)C1=C2C(=NC=C1)NC=C2)F)C(=O)NC (2S,4R)-1-((3,5-dichlorophenyl)sulfonyl)-4-(2-fluoro-4-(1H-pyrrolo[2,3-b]pyridin-4-yl)phenoxy)-N-methylpyrrolidine-2-amide